4-methyl-6-bromo-8-(N-isopropyl-2-aminoethoxy)quinazoline CC1=NC=NC2=C(C=C(C=C12)Br)OCCNC(C)C